4-nitrophenyl 3-(1-methyl-2-oxo-1,2-dihydropyridin-3-yl)piperidine-1-carboxylate CN1C(C(=CC=C1)C1CN(CCC1)C(=O)OC1=CC=C(C=C1)[N+](=O)[O-])=O